NC1CCC(CC1)CNC=1C=C(C=CC1C)C1=NNC(O1)=O 5-[3-({[(1R,4r)-4-aminocyclohexyl]methyl}amino)-4-methylphenyl]-1,3,4-oxadiazol-2(3H)-one